N-(5-bromo-1,3-benzothiazol-2-yl)-3,5-dimethyladamantane-1-carboxamide BrC=1C=CC2=C(N=C(S2)NC(=O)C23CC4(CC(CC(C2)C4)(C3)C)C)C1